2-[2-(1-benzylpyrazol-4-yl)ethyl]isoindole-1,3-dione C(C1=CC=CC=C1)N1N=CC(=C1)CCN1C(C2=CC=CC=C2C1=O)=O